2-(4-cyclopropyl-6-methoxypyrimidin-5-yl)-8-(1-(4-(5-methyl-3-(trifluoromethyl)-1H-pyrazol-1-yl)phenyl)ethyl)pyrido[2,3-d]pyrimidin-7(8H)-one C1(CC1)C1=NC=NC(=C1C=1N=CC2=C(N1)N(C(C=C2)=O)C(C)C2=CC=C(C=C2)N2N=C(C=C2C)C(F)(F)F)OC